OCCCCCCC=1C=CC=C2C(=NN(C12)C)N1C(NC(CC1)=O)=O 1-[7-(6-hydroxyhexyl)-1-methyl-indazol-3-yl]hexahydropyrimidine-2,4-dione